(R)-(3-(4,5-Dimethylthioazol-2-yl)-8-methyl-5,6-dihydro-[1,2,4]triazolo[4,3-a]pyrazin-7(8H)-yl)(4-fluorophenyl)methanone CSC=1C=C(NC1SC)C1=NN=C2N1CCN([C@@H]2C)C(=O)C2=CC=C(C=C2)F